C(C)(C)(C)N1N=CC(=C1CO)OC1=CC(=CC=C1)C(F)(F)F (1-(tert-butyl)-4-(3-(trifluoromethyl)phenoxy)-1H-pyrazol-5-yl)methanol